8-benzyl-2-(4-hydroxybenzyl)-6-(4-hydroxyphenyl)imidazo[1,2-a]Pyrazine C(C1=CC=CC=C1)C=1C=2N(C=C(N1)C1=CC=C(C=C1)O)C=C(N2)CC2=CC=C(C=C2)O